CN[C@H](C)C(=O)O D-N-methylalanine